2-(2-((3r,4r)-3-amino-4-fluoropiperidin-1-yl)-5,6-difluoro-1H-benzo[d]imidazol-1-yl)-N-(1-cyanoprop-2-yl)-N-methylacetamide N[C@@H]1CN(CC[C@H]1F)C1=NC2=C(N1CC(=O)N(C)C(CC#N)C)C=C(C(=C2)F)F